5-[2-(cyclopropylmethoxy)-5-ethylsulfonylphenyl]-3-fluoro-1-methylpyridin-2-one C1(CC1)COC1=C(C=C(C=C1)S(=O)(=O)CC)C=1C=C(C(N(C1)C)=O)F